2-((cyclopentylamino)methyl)-7-(5-fluoro-2-(((3S,4R)-3-hydroxytetrahydro-2H-pyran-4-yl)amino)pyrimidin-4-yl)-1-isopropylquinolin-4(1H)-one C1(CCCC1)NCC=1N(C2=CC(=CC=C2C(C1)=O)C1=NC(=NC=C1F)N[C@H]1[C@@H](COCC1)O)C(C)C